N-(5-amino-6-methylpyridin-3-yl)-3-(2,2-dimethylpyrrolidin-1-yl)propanamide NC=1C=C(C=NC1C)NC(CCN1C(CCC1)(C)C)=O